C1(CC1)OC1=NC=CC(=C1)N1CC(C1)CC(=O)N1CC=2N=C(N=C(C2C1C)OC)C#N 6-(2-(1-(2-Cyclopropoxypyridin-4-yl)azetidin-3-yl)acetyl)-4-methoxy-5-methyl-6,7-dihydro-5H-pyrrolo[3,4-d]pyrimidine-2-carbonitrile